α-amyl-cinnamaldehyde C(CCCC)C(C=O)=CC1=CC=CC=C1